N1(CCCC1)CC(C)C=1SC2=C(N1)C=C(C=C2)B2OC(C(O2)(C)C)(C)C 2-(1-(pyrrolidin-1-yl)propan-2-yl)-5-(4,4,5,5-tetramethyl-1,3,2-dioxaborolan-2-yl)benzo[d]thiazole